ClC1=CC2=C(C(N(C=3N2C(NN3)=S)CC3CC3)=O)S1 7-chloro-4-(cyclopropylmethyl)-1-thioxo-2,4-dihydrothieno[2,3-e][1,2,4]triazolo[4,3-a]pyrimidin-5(1H)-one